C(C)OC(=O)NC(NC1=C(C=CC=C1)NC(=S)NC(=O)OCC)=S 1,2-bis(3-ethoxyformyl-2-thioureido)benzene